FC1=CNC2=NC=CC(=C21)C=O (3-fluoro-1H-pyrrolo[2,3-b]pyridin-4-yl)methanone